C(C)(=O)N[C@H]1[C@@H](O[C@@H]([C@@H]([C@@H]1OC(C)=O)OC(C)=O)COC(C)=O)OCCCCCCCCCCCC(=O)OCC1=CC=CC=C1 Benzyl 12-[(2R,3R,4R,5R,6R)-3-acetamido-4,5-diacetoxy-6-(acetoxymethyl)tetrahydro-pyran-2-yl]oxydodecanoate